NC=1C2=C(N=CN1)N(C(=C2C2CCN(CC2)C(=O)N2CCCC2)C2=CC=C(C=C2)NC(C(=C)C)=O)C N-(4-(4-amino-7-methyl-5-(1-(pyrrolidine-1-carbonyl)piperidin-4-yl)-7H-pyrrolo[2,3-d]pyrimidin-6-yl)phenyl)methacrylamide